tert-butyl 2-(difluoromethyl)-6-oxo-spiro[5H-pyrrolo[3,2-d]pyrimidine-7,4'-piperidine]-1'-carboxylate FC(C=1N=CC2=C(N1)C1(CCN(CC1)C(=O)OC(C)(C)C)C(N2)=O)F